BrC=1C=C(C(N(C1)C)=O)C(C#N)CC1CC1 2-(5-bromo-1-methyl-2-oxo-1,2-dihydropyridin-3-yl)-3-cyclopropylpropionitrile